ClC1=CC=C(C=C1)C[C@H](C)N[C@@H](C(=O)C1=CNC2=CC(=CC=C12)C=1C=NN(C1)C)C1=CC=CC=C1 (R,S)-2-((1-(4-chloro-phenyl)propan-2-yl)amino)-1-(6-(1-methyl-1H-pyrazol-4-yl)-1H-indol-3-yl)-2-phenylethan-1-one